C(C)(=O)OC(COC(C)(C)C)C propylene glycol tert-butyl ether acetate